[Na].[Na].[Na].[Na].P(=O)(O)(O)C(CC(=O)O)(CCC(=O)O)C(=O)O 2-phosphonobutane-1,2,4-tricarboxylic acid tetrasodium